CN1C=C([C@H]2[C@H](O)[C@H](O)[C@@H](CO)O2)C(NC1=O)=O 1-methylpseudouridin